3-bromo-5-((4-hydroxy-1-(4-hydroxyphenyl)-3-oxobutan-2-ylimino)-methyl)phenyl isobutyrate C(C(C)C)(=O)OC1=CC(=CC(=C1)C=NC(CC1=CC=C(C=C1)O)C(CO)=O)Br